FCCCCC=CCCCCF 1,10-difluoro-5-decene